COC=1C=C(C=CC1C(F)(F)F)/C=C/C1CN(C1)C(C=C)=O 1-{3-[(E)-2-[3-methoxy-4-(trifluoromethyl)phenyl]vinyl]azetidin-1-yl}prop-2-en-1-one